CC(C)(C)S(=O)NC(C)([2H])C=1C=C2C(=CN1)N(N=C2)CC(F)(F)F 2-methyl-N-(1-(1-(2,2,2-trifluoroethyl)-1H-pyrazolo[3,4-c]pyridin-5-yl)ethyl-1-d)propane-2-sulfinamide